(2S,3R,4R,5R,6R)-3-azido-6-(azidomethyl)-5-(benzyloxy)-4-fluoro-2-(p-tolylthio)tetrahydro-2H-pyran N(=[N+]=[N-])[C@H]1[C@@H](O[C@@H]([C@H]([C@@H]1F)OCC1=CC=CC=C1)CN=[N+]=[N-])SC1=CC=C(C=C1)C